CC1=CC2=C(N=CN=C2C2CCN(CC2)CC=2C=C3CN(C(C3=CC2)=O)C2C(NC(CC2)=O)=O)S1 3-(5-((4-(6-methylthieno[2,3-d]pyrimidin-4-yl)piperidin-1-yl)methyl)-1-oxoisoindolin-2-yl)piperidine-2,6-dione